NC1=C(C=CC(=C1)OC(F)(F)F)C(=O)N1CCC(CC1)C=1C2=C(N=CN1)C=C(C=N2)N2CCN(CC2)C2CC2 (2-Amino-4-(trifluoromethoxy)phenyl)(4-(7-(4-cyclopropylpiperazin-1-yl)pyrido[3,2-d]pyrimidin-4-yl)piperidin-1-yl)methanone